2-(fluoranthen-3-yl)benzene-1,3-diol C1=CC(=C2C=CC=C3C4=CC=CC=C4C1=C23)C2=C(C=CC=C2O)O